NC1=C(C(=CC(=C1)OCCBr)C(F)(F)F)NC(=O)C1CC(C1)(C)O (cis)-N-(2-amino-4-(2-bromoethoxy)-6-(trifluoromethyl)phenyl)-3-hydroxy-3-methylcyclobutane-1-carboxamide